tert-butyl 7-(4-chloro-3-fluoro-7,7-dimethyl-5,8-dihydropyrano[4,3-b]pyridin-2-yl)-2,7-diazaspiro[3.4]octane-2-carboxylate ClC1=C2C(=NC(=C1F)N1CCC3(CN(C3)C(=O)OC(C)(C)C)C1)CC(OC2)(C)C